CC(C(=O)ON1C(N(C2=CC3=C(C(=NO3)C)C=C21)S(=O)(=O)C2=CC=C(C=C2)C)=O)C2=CC=CC(=C2)OCCC (3-methyl-6-oxo-7-p-methylbenzenesulfonyl-6,7-dihydro-5H-imidazo[4',5':4,5]benzo[1,2-d]isoxazol-5-yl) methyl-5-propoxyphenylacetate